BrC1=C(C=C(N(C)C)C=C1)OC1=CC(=CC=C1)OC 4-bromo-3-(3-methoxyphenoxy)-N,N-dimethylaniline